ClC=1C=CC2=C(C1)N1C([C@@H]3C(S(C4=C([C@@H]1C3)C(=CC=C4)OC(F)F)=O)C(=O)OCC)=N2 Ethyl (7R,14S)-11-chloro-1-(difluoromethoxy)-6,7-dihydro-14H-7,14-methanobenzimidazo[2,1-d][1,5]benzothiazocine-6-carboxylate 5-oxide